3-bromo-5-chloro-2-methylthiophene BrC1=C(SC(=C1)Cl)C